C(C)(C)(C)OC(=O)NC=1N=C(N(C1)C)C(=O)NC1=CC=C(C(=O)OC)C=C1 Methyl 4-(4-((tert-butoxycarbonyl)amino)-1-methyl-1H-imidazole-2-carboxamido)benzoate